5-hydroxy-1-methylindole-2,3-dione OC=1C=C2C(C(N(C2=CC1)C)=O)=O